5-(5-((E)-((1r,5s)-1,5-dimethyl-9-azabicyclo[3.3.1]non-3-ylidene)methyl)pyrazin-2-yl)-2-(1H-imidazol-1-yl)pyridin-4-ol C[C@]12CC(C[C@](CCC1)(N2)C)=CC=2N=CC(=NC2)C=2C(=CC(=NC2)N2C=NC=C2)O